[(1R,2S,4R)-4-{[5-({4-[(R)-(3-bromophenyl)(hydroxy)methyl]-5-chloro-2-thienyl}carbonyl)pyrimidin-4-yl]amino}-2-hydroxycyclopentyl]methyl sulfamate S(N)(OC[C@@H]1[C@H](C[C@@H](C1)NC1=NC=NC=C1C(=O)C=1SC(=C(C1)[C@H](O)C1=CC(=CC=C1)Br)Cl)O)(=O)=O